C(CC)(=O)C1=CC=C(C=CC2SC3=C(N2C)C=CC=C3)C=C1 2-(4-Propionylstyryl)-3-methylbenzo[d]thiazole